Cl.NC1=NC=C(C2=C1C=NN2)NC(=O)C(=O)N(CC2=NC=C(C=C2Cl)F)CC2=CC=CC=C2 N-(4-amino-1H-pyrazolo[4,3-c]pyridin-7-yl)-N'-benzyl-N'-[(3-chloro-5-fluoro-2-pyridyl)methyl]oxamide Hydrogen chloride